2-(6-amino-5-(4-aminophenyl)pyridazin-3-yl)phenol NC1=C(C=C(N=N1)C1=C(C=CC=C1)O)C1=CC=C(C=C1)N